C1(CCCCC1)C(C(=O)NC1CCCCC1)N1C(=NC2=C1C=CC=C2)C=2NC=CC2 2,N-dicyclohexyl-2-[2-(1H-pyrrol-2-yl)-benzimidazol-1-yl]-acetamide